FC1(C(CN(C1)CC1(CC1)C(F)(F)F)NC(OCCCC)=O)F butyl N-(4,4-difluoro-1-[[1-(trifluoromethyl)cyclopropyl]methyl]pyrrolidin-3-yl)carbamate